tert-butyl (1R,5S,7s)-7-[2-[3-amino-6-[3-fluoro-2-(methoxymethoxy)phenyl]pyridazin-4-yl]-4-pyridyl]-3-oxa-9-azabicyclo[3.3.1]nonane-9-carboxylate NC=1N=NC(=CC1C1=NC=CC(=C1)C1C[C@H]2COC[C@@H](C1)N2C(=O)OC(C)(C)C)C2=C(C(=CC=C2)F)OCOC